2-{[2-fluoro-3-(trifluoromethyl)phenyl]amino}-4-[(1-oxo-1,2,3,4-tetrahydroisoquinolin-5-yl)amino]pyrimidine-5-carboxamide FC1=C(C=CC=C1C(F)(F)F)NC1=NC=C(C(=N1)NC1=C2CCNC(C2=CC=C1)=O)C(=O)N